CC1(CNC1)N(C)C N,N,3-Trimethylazetidin-3-amine